5-[(2R,4S)-4-[7-(2,4-difluorophenyl)-2-(dimethylamino)thiazolo[4,5-d]pyrimidin-5-yl]tetrahydropyran-2-yl]-1-methyl-pyridin-2-one FC1=C(C=CC(=C1)F)C=1C2=C(N=C(N1)[C@@H]1C[C@@H](OCC1)C=1C=CC(N(C1)C)=O)N=C(S2)N(C)C